O.I(=O)(=O)(=O)[O-].[Na+] sodium periodate hydrate